N-((2-methylpyridin-3-yl)methyl)-4-(1-propionylindol-5-yl)benzamide CC1=NC=CC=C1CNC(C1=CC=C(C=C1)C=1C=C2C=CN(C2=CC1)C(CC)=O)=O